4-(6,7-dimethoxyquinazolin-4-yl)oxy-3-fluoro-aniline COC=1C=C2C(=NC=NC2=CC1OC)OC1=C(C=C(N)C=C1)F